(1R,4R)-tert-butyl 5-(4-cyano-3-(trifluoromethyl)phenyl)-2,5-diazabicyclo[2.2.1]heptane-2-carboxylate C(#N)C1=C(C=C(C=C1)N1[C@H]2CN([C@@H](C1)C2)C(=O)OC(C)(C)C)C(F)(F)F